2-(5-(1,3-dioxolan-2-yl)-1-methyl-1H-imidazol-2-yl)-5-bromo-3-(ethylsulfonyl)pyridine O1C(OCC1)C1=CN=C(N1C)C1=NC=C(C=C1S(=O)(=O)CC)Br